6-tert-Butyl-2H-benzo[e][1,3]thiazine C(C)(C)(C)C=1C=CC2=C(C=NCS2)C1